FC=1C=CC2=C(NC(=N2)C2=NNC3=NC=C(C=C32)[N+](=O)[O-])C1 3-(6-fluoro-1H-benzimidazol-2-yl)-5-nitropyrazolo[3,4-b]pyridine